ClC=1C=C(C=CC1Cl)CN1C(N(C=2N=C(N(C2C1=O)C)N[C@H]1[C@@H](CCCC1)O)C)=O |r| (±)-1-[(3,4-dichlorophenyl)methyl]-8-{[(trans)-2-hydroxycyclohexyl]amino}-3,7-dimethyl-2,3,6,7-tetrahydro-1H-purine-2,6-dione